FC(CN1N=CC2=C1N=C(N(C2=O)C)N2CC1(CN(C1)C1=NC(=NC=C1)C(F)(F)F)CC2)F 1-(2,2-difluoroethyl)-5-methyl-6-(2-(2-(trifluoromethyl)pyrimidin-4-yl)-2,6-diazaspiro[3.4]octan-6-yl)-1,5-dihydro-4H-pyrazolo[3,4-d]pyrimidin-4-one